ClC=1C=C2C(=NC=NC2=CC1)N1N=C(N=C1N)N 1-(6-chloroquinazolin-4-yl)-1H-1,2,4-triazole-3,5-diamine